O[C@@H]1CN(CCOC1)C(=O)OC(C)(C)C (R)-tert-butyl 6-hydroxy-1,4-oxazepane-4-carboxylate